2-Hydroxyethyliminodiacetat OCCN(CC(=O)[O-])CC(=O)[O-]